ethyl 2,2-difluoro-2-(4-fluoro-3-methoxyphenyl)acetate FC(C(=O)OCC)(C1=CC(=C(C=C1)F)OC)F